N-(7-((R)-3-((5-Chloro-4-(1H-indol-3-yl)pyrimidin-2-yl)amino)pyrrolidin-1-yl)-7-Oxoheptyl)-2-((2-(2,6-dioxopiperidin-3-yl)-1,3-dioxoisoindoline-4-yl)oxy)acetamide ClC=1C(=NC(=NC1)N[C@H]1CN(CC1)C(CCCCCCNC(COC1=C2C(N(C(C2=CC=C1)=O)C1C(NC(CC1)=O)=O)=O)=O)=O)C1=CNC2=CC=CC=C12